methyl cis-3-((methylsulfonyl)amino)-2-(((1-(pyrimidin-2-yl)piperidin-4-yl)oxy)methyl)piperidine-1-carboxylate CS(=O)(=O)N[C@@H]1[C@@H](N(CCC1)C(=O)OC)COC1CCN(CC1)C1=NC=CC=N1